1,1,4,4-tetramethylpiperazin-1,4-diium C[N+]1(CC[N+](CC1)(C)C)C